ClC=1C=C(CC=2NC(=C(N2)C2=CC=CC=C2)C2=CC=CC=C2)C=CC1 2-(3-Chlorobenzyl)-4,5-diphenylimidazole